BrC1=C(C#N)C(=CC(=C1)CC(C)C)F 2-Bromo-6-fluoro-4-(2-methylpropyl)benzonitrile